1-(4-hydroxy-3-methoxy-5-nitrophenyl)acetone tin gallium zirconium [Zr].[Ga].[Sn].OC1=C(C=C(C=C1[N+](=O)[O-])CC(=O)C)OC